1-(3-chloropyridin-2-yl)-N-[4-cyano-2-methyl-6-(methylcarbamoyl)phenyl]-3-[(5-(trifluoromethyl)-2H-tetrazol-2-yl)methyl]-1H-pyrazol-5-carboxamid ClC=1C(=NC=CC1)N1N=C(C=C1C(=O)NC1=C(C=C(C=C1C(NC)=O)C#N)C)CN1N=C(N=N1)C(F)(F)F